C(CCCCCCCCCCCCCCCCCCCCC)[K] behenyl-potassium